C1(=CC=CC=C1)S(=O)(=O)OC1=C(C=C(C=C1)C)NC(NC1=C(C=CC(=C1)C)OS(=O)(=O)C1=CC=CC=C1)=O bis-[2-(phenylsulfonyloxy)-5-methyl-phenyl]urea